(S)-2-amino-6-borono-2-((1S,3R)-3-((5-fluoronaphthalen-1-yl)methylamino)cyclobutyl)hexanoic acid N[C@@](C(=O)O)(CCCCB(O)O)C1CC(C1)NCC1=CC=CC2=C(C=CC=C12)F